N-(2,5-difluorophenyl)-1-tosyl-1H-pyrrole-3-sulfonamide FC1=C(C=C(C=C1)F)NS(=O)(=O)C1=CN(C=C1)S(=O)(=O)C1=CC=C(C)C=C1